((4-aminopiperidin-1-yl)methyl)-[1,1'-biphenyl]-4-carboxamide NC1CCN(CC1)CC1=C(C=CC(=C1)C(=O)N)C1=CC=CC=C1